O.[Cl-].C(CCCCCCCCCCCCCCC)C1=NC=CC=C1 cetylpyridine chloride monohydrate